(2-methoxypyridin-4-yl)methyl 4-methylbenzenesulfonate CC1=CC=C(C=C1)S(=O)(=O)OCC1=CC(=NC=C1)OC